BrC=1C2=CN(N=C2C=C(C1)N)CC1=CC=C(C=C1)F 4-bromo-2-(4-fluorobenzyl)-2H-indazol-6-amine